P(=S)(OCC(C)C)(OCC(C)C)[O-].[Na+] Sodium diisobutyl monothiophosphate